C(#N)C=1C=NN2C1C(=CC(=C2)OCC)C=2C=CC(=NC2)N2CCC(CC2)(NC(C2=C(C=CC(=C2)F)F)=O)COCCN2CCN(CC2)C(=O)OC(C)(C)C Tert-butyl 4-[2-[[1-[5-(3-cyano-6-ethoxy-pyrazolo[1,5-a]pyridin-4-yl)-2-pyridyl]-4-[(2,5-difluorobenzoyl)amino]-4-piperidyl]methoxy]ethyl]piperazine-1-carboxylate